C(C)OC(=O)C=1N=CN(C1)CC1=C(C=C(C=C1)N1CC2CC2C1)C=C.C(C1CO1)OCC(=C(COCC1CO1)COCC1CO1)C1=CC=CC=C1 tris(glycidoxymethyl)styrene Ethyl-1-[(4-{3-azabicyclo[3.1.0]hexan-3-yl}-2-ethenylphenyl)methyl]-1H-imidazole-4-carboxylate